tert-butyl 4-(2-bromo-3-cyano-9,10-dihydro-4H-benzo[d]pyrazolo[1,5-a][1,3]diazepin-7-yl)piperazine-1-carboxylate BrC1=NN2C(NC3=C(CC2)C=C(C=C3)N3CCN(CC3)C(=O)OC(C)(C)C)=C1C#N